ClC=1C(=NC=CC1)C(C(CCC=C)(C)C)=O 1-(3-chloropyridin-2-yl)-2,2-dimethylhex-5-en-1-one